C(C1=CC=CC=C1)OC1=CC=C2[C@@H]([C@H](N(C(C2=C1)=O)C1=CC(=C(C=C1)C(C)(C)C)Cl)C1=CC2=C(OCCO2)C=C1)C(=O)O |r| (3S,4S) and (3R,4R)-7-(benzyloxy)-2-(4-tert-butyl-3-chlorophenyl)-3-(2,3-dihydro-1,4-benzodioxin-6-yl)-1-oxo-1,2,3,4-tetrahydroisoquinoline-4-carboxylic acid